IC1=C(C=C(C=C1)OC(C)C)C(F)(F)F 1-iodo-4-isopropoxy-2-(trifluoromethyl)benzene